8-(2-chloro-6-methylpyridin-4-yl)-7-(4-fluorophenyl)-[1,2,4]triazolo[4,3-c]pyrimidin-5-amine ClC1=NC(=CC(=C1)C=1C=2N(C(=NC1C1=CC=C(C=C1)F)N)C=NN2)C